ClC=1C=C(C(=NC1)C1=C2C(=C(N=N1)N[C@H]1CN(CCC1)C)C=NC=C2)O 5-chloro-2-(4-{[(3R)-1-methylpiperidin-3-yl]amino}pyrido[3,4-d]pyridazin-1-yl)pyridin-3-ol